C(C)(C)(C)OC(N(C[C@H]1NC2=CC=C(C=C2C1)[N+](=O)[O-])CCO)=O (S)-(2-hydroxyethyl)((5-nitroindolin-2-yl)methyl)carbamic acid tert-butyl ester